(S)-2-(4-(methoxy(methyl)carbamoyl)thiazol-2-yl)pyrrolidine-1-carboxylic acid tert-butyl ester C(C)(C)(C)OC(=O)N1[C@@H](CCC1)C=1SC=C(N1)C(N(C)OC)=O